[OH-].C1(=CC=CC=C1)[PH+](C1=CC=CC=C1)C1=CC=CC=C1 Triphenyl-Phosphonium Hydroxide